CC1=CC=C(C=C1)S(=O)(=O)NCCC(=O)O N-(p-toluenesulfonyl)-β-alanine